C(C)(C)(C)C1=NN=C2N1C(N(C1=C2N=CC(=C1)N1CCC(CC1)CO)CC1=CC=C(C=C1)Cl)=O 3-tert-Butyl-6-[(4-chlorophenyl)methyl]-8-[4-(hydroxymethyl)piperidin-1-yl]pyrido[2,3-e][1,2,4]triazolo[4,3-c]pyrimidin-5(6H)-one